diphenyldecane-6,10-dicarboxylic acid di-tert-butyl ester C(C)(C)(C)OC(=O)C(CCCCC(C1=CC=CC=C1)C1=CC=CC=C1)CCCCC(=O)OC(C)(C)C